tert-butyl 1,5-divinyl-3,8-diazabicyclo[3.2.1]octane-8-carboxylate C(=C)C12CNCC(CC1)(N2C(=O)OC(C)(C)C)C=C